N-(5-(2,2-difluorocyclopropyl)-1H-pyrazol-3-yl)-2-(1-(3,5-difluorophenyl)-1H-pyrazol-4-yl)propanamide FC1(C(C1)C1=CC(=NN1)NC(C(C)C=1C=NN(C1)C1=CC(=CC(=C1)F)F)=O)F